2-oxaspiro[3.5]non-6-en C1OCC12CC=CCC2